O1C=C(C2=C1C=CC=C2)C[C@H](NS(=O)(=O)C2=C(C=CC=C2)Cl)B(O)O 2-(benzofuran-3-yl)-1-(R)-(2-chlorophenyl)sulfonylaminoethylboronic acid